4-(2,4-dioxotetrahydropyrimidin-1(2H)-yl)-1H-pyrrolo[2,3-c]pyridine-7-carbonitrile O=C1N(CCC(N1)=O)C1=C2C(=C(N=C1)C#N)NC=C2